O[C@H]1[C@@H](C2=CC[C@H](C[C@@H]2[C@H]1O)O)N1C(NC(C=C1)=O)=O 1-((1R,2S,3R,3aS,5R)-2,3,5-trihydroxy-2,3,3a,4,5,6-hexahydro-1H-inden-1-yl)pyrimidine-2,4(1H,3H)-dione